OC1CC(N(C1)C)C(=O)N 4-hydroxy-1-methyl-pyrrolidine-2-carboxamide